C(CCCCC)(=O)N1CCCCC1 N-caproyl-piperidine